tert-butyl (2R)-2-methyl-4-[4-({3-methyl-4-[(1-methyl-1,3-benzodiazol-5-yl)oxy]phenyl}amino)pyrido[3,4-d]pyrimidin-6-yl]piperazine-1-carboxylate C[C@H]1N(CCN(C1)C1=CC2=C(N=CN=C2NC2=CC(=C(C=C2)OC2=CC3=C(N(C=N3)C)C=C2)C)C=N1)C(=O)OC(C)(C)C